C(#N)C(C)(C)C1=CC=2N(C=C1)C(=CN2)C2=CC(=C(C(=O)N[C@H]1[C@H](C1)F)C(=C2)OC)OC(F)F 4-[7-(1-cyano-1-methyl-ethyl)imidazo[1,2-a]pyridin-3-yl]-2-(difluoromethoxy)-N-[(1R,2S)-2-fluorocyclopropyl]-6-methoxy-benzamide